C(C)(C)(C)OC(NC1CN(CCN1)C=1C=C2N=C(C(=NC2=CC1)C1=CC=C(C=C1)OC)C1=CC=C(C=C1)C#N)=O (1-(3-(4-Cyanophenyl)-2-(4-methoxyphenyl)quinoxalin-6-yl)piperazin-3-yl)carbamic acid tert-butyl ester